ClC=1C(=C(C=CC1)NC=1C(=NN2C1C(NC[C@@H]2CC(C)(C)O)=O)C2=CC=NC=C2)OC (7S)-3-[(3-chloro-2-methoxyphenyl)amino]-7-(2-hydroxy-2-methylpropyl)-2-(pyridin-4-yl)-5H,6H,7H-pyrazolo[1,5-a]pyrazin-4-one